rac-4-(1-hydroxy-2-((3aR,5s,6aS)-5-(pyrazin-2-yloxy)hexahydrocyclopenta[c]pyrrol-2(1H)-yl)ethyl)phenol OC(CN1C[C@@H]2[C@H](C1)CC(C2)OC2=NC=CN=C2)C2=CC=C(C=C2)O